ClC1=CC(=NC=N1)N1CC2(C(N3[C@H](O2)CC[C@H]3C3=C(C=CC=C3)F)=O)C1 (5'S,7a'R)-1-(6-chloropyrimidin-4-yl)-5'-(2-fluorophenyl)tetrahydro-3'H-spiro[azetidine-3,2'-pyrrolo[2,1-b]oxazol]-3'-one